FC1=C(C(=C(C(=C1[B-](C1=C(C(=C(C(=C1F)F)F)F)F)(C1=C(C(=C(C(=C1F)F)F)F)F)C1=C(C(=C(C(=C1F)F)F)F)F)F)F)F)F.C(CCCCCCCCCCC)C1=CC=C(C=C1)[IH+] (4-n-dodecylphenyl)iodonium tetrakis(pentafluorophenyl)borate